ClC1=C(C=C(C=C1)C(C=O)C1=CC=CC=C1)C=1C(=CC=CC1F)C#N 2'-chloro-6-fluoro-5'-(2-oxo-1-phenylethyl)-[1,1'-biphenyl]-2-carbonitrile